didodecyl-hydroxypropyl-ammonium chloride [Cl-].C(CCCCCCCCCCC)[NH+](CCCO)CCCCCCCCCCCC